CC(C([2H])[2H])C 2-methylpropane-1,1-d